2,2'-dichloroacetophenone ClCC(=O)C1=C(C=CC=C1)Cl